C(C)(=O)N1CCN(CC1)C(=O)C1(CCCCC1)NC(=O)NC1=CC=C(C=C1)C 1-(1-(4-acetylpiperazine-1-carbonyl)cyclohexyl)-3-(p-tolyl)urea